6-(cyclopropanecarboxamido)-4-((2,5-dimethyl-4,5-dihydro-2H-[1,2,3]triazolo[4,5-c]quinolin-6-yl)amino)-N-(methyl-d3)nicotinamide C1(CC1)C(=O)NC1=NC=C(C(=O)NC([2H])([2H])[2H])C(=C1)NC1=CC=CC=2C=3C(CN(C12)C)=NN(N3)C